O[C@@]1(C(N(CC1)C)=O)C1=CC(=NO1)C1=CC(=CC=C1)C=1C=CC2=C(N(C=N2)C)C1 (R)-3-Hydroxy-1-methyl-3-(3-(3-(1-methyl-1H-benzo[d]imidazol-6-yl)phenyl)isoxazol-5-yl)pyrrolidin-2-one